COCCOC=1C=C(C=CC1)C=1OC2=C(C=[N+](C=C2)C)N1 2-(3-(2-methoxyethoxy)phenyl)-5-methyloxazolo[4,5-c]pyridin-5-ium